2-((4-fluoro-2-methylphenyl)-amino)-6-(trifluoromethyl)nicotinic acid FC1=CC(=C(C=C1)NC1=C(C(=O)O)C=CC(=N1)C(F)(F)F)C